dibutyl Maleate C(\C=C/C(=O)OCCCC)(=O)OCCCC